NC1=NC(=CC=2N1N=C(N2)CC2=NC=CC=C2)C=2C=C(C#N)C=CC2 3-(5-amino-2-(pyridin-2-ylmethyl)-[1,2,4]triazolo[1,5-C]pyrimidin-7-yl)benzonitrile